5-bromo-7-(3-chlorophenoxy)-2-methyl-indazole BrC1=CC2=CN(N=C2C(=C1)OC1=CC(=CC=C1)Cl)C